(5-Chloro-1-methyl-1H-indol-2-yl)(4-(5-(3-methoxypyridin-2-yl)-1,3,4-oxadiazole-2-Carbonyl)piperidin-1-yl)methanone ClC=1C=C2C=C(N(C2=CC1)C)C(=O)N1CCC(CC1)C(=O)C=1OC(=NN1)C1=NC=CC=C1OC